CN([C@H](CNC(CC(C1(CC1)C(F)(F)F)C=1C=NC=CC1)=O)CC1=CC=C(C=C1)O)C N-((S)-2-(dimethylamino)-3-(4-hydroxyphenyl)propyl)-3-(pyridin-3-yl)-3-(1-(trifluoromethyl)cyclopropyl)propanamide